1-allyl-2-(4-ethylphenyl)-1H-benzo[d]imidazole C(C=C)N1C(=NC2=C1C=CC=C2)C2=CC=C(C=C2)CC